N-(2-((2-(dimethylamino)ethyl)(methyl)amino)-3-fluoro-5-((4-(1-methyl-1H-indol-3-yl)-7,8-dihydro-5H-pyrano[4,3-d]pyrimidin-2-yl)amino)phenyl)acetamide CN(CCN(C1=C(C=C(C=C1F)NC=1N=C(C2=C(N1)CCOC2)C2=CN(C1=CC=CC=C21)C)NC(C)=O)C)C